1-bromo-2-chloro-4-fluoro-3-vinyl-benzene BrC1=C(C(=C(C=C1)F)C=C)Cl